FC(=C1CCN2CCC[C@@]12C(=O)OCC)F Ethyl (S)-1-(difluoromethylene)tetrahydro-1H-pyrrolizin-7a(5H)-carboxylate